CN1N=C(C=C1C)C(=O)N1CC2=C(C=C(C=C2CC1)C=1C=C2C(=NC1)NC=C2C)C2N(CCC2)C(=O)[O-] 2-[2-(1,5-dimethyl-1H-pyrazole-3-carbonyl)-6-(3-methyl-1H-pyrrolo[2,3-b]pyridin-5-yl)-1,2,3,4-tetrahydroisoquinolin-8-yl]pyrrolidine-1-carboxylate